FC(C1=NN(C=C1[N+](=O)[O-])C1C[C@H]([C@H](C1)O)O)F (1s,2r)-4-[3-(difluoromethyl)-4-nitro-pyrazol-1-yl]cyclopentane-1,2-diol